Cl.NC/C(/CN1N=C2N(C=CC(=C2)C=2C=NC(=CC2)N2CCOCC2)C1=O)=C\F 2-[(2E)-2-(aminomethyl)-3-fluoroprop-2-en-1-yl]-7-[6-(morpholin-4-yl)pyridin-3-yl][1,2,4]triazolo[4,3-a]pyridin-3(2H)-one hydrochloride